N1[C@@H](COCC1)CN1N=C2N(C=NC(=C2)C2=CC=CC=C2)C1=O 2-[[(3R)-morpholin-3-yl]methyl]-7-phenyl-[1,2,4]triazolo[4,3-c]pyrimidin-3-one